O=C1N(C2C(C2C=C1)(C(=O)OC)C1=CC=CC=C1)C=1SC=CC1 methyl 3-oxo-7-phenyl-2-thiophen-2-yl-2-azabicyclo[4.1.0]hept-4-ene-7-carboxylate